(2-(4-methylpiperazin-1-yl)pyridin-3-yl)methanamine CN1CCN(CC1)C1=NC=CC=C1CN